N-(7-methoxy-4-(4-methyl-2-phenyl-1H-imidazol-1-yl)quinazolin-6-yl)propenamide COC1=C(C=C2C(=NC=NC2=C1)N1C(=NC(=C1)C)C1=CC=CC=C1)NC(C=C)=O